BrC=1C=C2C(=CC=NC2=CC1)NC1=CC(=CC(=C1)OC)OC 6-Bromo-N-(3,5-dimethoxyphenyl)quinolin-4-amine